2-(1-(4-isobutylphenyl)ethyl)-10H-phenothiazine C(C(C)C)C1=CC=C(C=C1)C(C)C1=CC=2NC3=CC=CC=C3SC2C=C1